Ethyl 2-(5-(2-(dimethylamino) ethyl)-3-methyl-2-oxopyridin-1(2H)-yl)-4-methylpentanoate CN(CCC=1C=C(C(N(C1)C(C(=O)OCC)CC(C)C)=O)C)C